6-chloro-3-isopropyl-N-(3-phenylpropyl)-[1,2,4]triazolo[4,3-b]pyridazin-8-amine ClC=1C=C(C=2N(N1)C(=NN2)C(C)C)NCCCC2=CC=CC=C2